O1CCOC12CCC(CC2)CCC(=O)N2CCC(CC2)[C@@H]2CCNC=1N2N=C(C1C(=O)N)C1=CC=C(C=C1)OC1=CC=CC=C1 (S)-7-(1-(3-(1,4-dioxaspiro[4.5]decan-8-yl)propanoyl)piperidin-4-yl)-2-(4-phenoxyphenyl)-4,5,6,7-tetrahydropyrazolo[1,5-a]pyrimidine-3-carboxamide